ClC=1C=C(CNC(CCCC(=O)[O-])=O)C=CC1Cl 5-((3,4-dichlorobenzyl)amino)-5-oxopentanoate